[N+](=O)([O-])C1=CC=C(OP(=O)(OC2=CC=CC=C2)NC2(CCC2)C(=O)OCC=2OC(OC2C)=O)C=C1 (5-methyl-2-oxo-1,3-dioxol-4-yl)methyl 1-(((4-nitrophenoxy)(phenoxy)phosphoryl)amino)cyclobutanecarboxylate